BrC=1C=NN2C1OCC(C2)(C)N(C(OC(C)(C)C)=O)C tert-butyl (3-bromo-6-methyl-6,7-dihydro-5H-pyrazolo[5,1-b][1,3]oxazin-6-yl)(methyl)carbamate